methyl 4-(6-phenyl-[1,2,4]triazolo[4,3-a]pyrazin-3-yl)benzoate C1(=CC=CC=C1)C=1N=CC=2N(C1)C(=NN2)C2=CC=C(C(=O)OC)C=C2